CC1C(C2=CC=CC=C2CC1)NC(\C=C\C1=CC=C2CC(NC2=C1)=O)=O (E)-N-(2-methyl-1,2,3,4-tetrahydronaphthalen-1-yl)-3-(2-oxoindolin-6-yl)acrylamide